(3S,4S)-1-cyclohexyl-4-{[5-(2,4-difluoro-phenyl)-isoxazole-3-carbonyl]-amino}-piperidine-3-carboxylic acid (1-pyrimidin-2-yl-cyclopropyl)-amide N1=C(N=CC=C1)C1(CC1)NC(=O)[C@H]1CN(CC[C@@H]1NC(=O)C1=NOC(=C1)C1=C(C=C(C=C1)F)F)C1CCCCC1